C(CC(=O)OC1=NOC2=C1C=CC=C2C2=CSC=C2)(=O)[O-] 3-(7-(thiophen-3-yl)benzo[d]isoxazole-3-yl) malonate